FC1=C(OC2=NC3=CC=CC=C3C=C2C(=O)NC2=CC(=CC=C2)S(=O)(=O)N)C=CC(=C1)F 2-(2,4-difluorophenoxy)-N-(3-aminosulfonylphenyl)quinoline-3-carboxamide